2-(5-fluoro-6-methoxypyridin-3-yl)-7-[(3S)-3-methylpiperazin-1-yl]-4H-pyrido[1,2-a]pyrimidin-4-one FC=1C=C(C=NC1OC)C=1N=C2N(C(C1)=O)C=C(C=C2)N2C[C@@H](NCC2)C